C(=O)(OCC1C2=CC=CC=C2C2=CC=CC=C12)N(CC(=O)O)CCCC(C(=O)OC(C)(C)C)N fmoc-N-(4-Boc-aminobutyl)-glycine